2-carboxy-5-methylpyrazine-4-oxide ethanolamine salt C(O)CN.C(=O)(O)C1=NC=C([N+](=C1)[O-])C